5-amino-4-hydroxy-6-[(4-nitrophenyl)-azo]-3-(phenylazo)-2,7-naphthalene-disulfonic acid disodium salt [Na+].[Na+].NC1=C2C(=C(C(=CC2=CC(=C1N=NC1=CC=C(C=C1)[N+](=O)[O-])S(=O)(=O)[O-])S(=O)(=O)[O-])N=NC1=CC=CC=C1)O